Biphenylbenzyl chloride C=1(C(=CC=CC1)C1=CC=CC=C1CCl)C1=CC=CC=C1